3-(5-(((1R,2S)-2-(3-hydroxyazetidin-1-yl)cyclopentyl)oxy)-1-oxoisoindolin-2-yl)piperidine-2,6-dione OC1CN(C1)[C@@H]1[C@@H](CCC1)OC=1C=C2CN(C(C2=CC1)=O)C1C(NC(CC1)=O)=O